N1CC(C1)N1CCN(CC1)C(\C=C\C1=CC=C(C=C1)F)=O (E)-1-(4-(azetidin-3-yl)piperazin-1-yl)-3-(4-fluorophenyl)prop-2-en-1-one